FC1(NC(=CC=C1)F)C=1C=NC=CC1 2,6-difluoro-2,3-bipyridine